4-hydroxyisopropyl-6-oxo-6,7-dihydro-thieno[2,3-b]pyridine-5-carboxylic acid (3-piperidin-1-yl-propyl)-amide hydrochloride Cl.N1(CCCCC1)CCCNC(=O)C1=C(C2=C(NC1=O)SC(=C2)C(C)C)O